(1S,5R)-2-(5-((4-fluorophenyl)ethynyl)pyridin-2-yl)-4-methyl-2,4-diazabicyclo[3.2.0]heptan-3-one methyl-(2,6-dihydroxy-5-nitropyrimidin-4-yl)acetate COC(CC1=NC(=NC(=C1[N+](=O)[O-])O)O)=O.FC1=CC=C(C=C1)C#CC=1C=CC(=NC1)N1[C@H]2CC[C@H]2N(C1=O)C